BrC1=CC2=C(C=C1)C1(NC(N(C1=O)CCC)=O)CO2 6-bromo-1'-propyl-2H-spiro[benzofuran-3,4'-imidazolidine]-2',5'-dione